OC1=C(C(N(C2=CC=CC=C12)CC1C(N(CC1)C1=CC=CC=C1)=O)=O)C(=O)NCC(=O)O (4-hydroxy-2-oxo-1-((2-oxo-1-phenylpyrrolidin-3-yl)methyl)-1,2-dihydroquinoline-3-carboxamido)acetic acid